N[C@@H](CCCCN=[N+]=[N-])C(=O)O L-Azidolysin